tert-butyl (3S)-3-[[4-(2-fluoro-3-pyridyl)pyrimidin-2-yl]amino]piperidine-1-carboxylate FC1=NC=CC=C1C1=NC(=NC=C1)N[C@@H]1CN(CCC1)C(=O)OC(C)(C)C